OC(C1=C(C=CC=C1)O)C1=CC=C(C=C1)C 2-(hydroxy(p-tolyl)methyl)phenol